2,6-tolylenediisocyanate CC=1C(=CC=CC1N=C=O)N=C=O